FC1=C(C=CC=C1C[C@@H]1N(CC[C@@H]1NS(=O)(=O)C)C(=O)OC(C)(C)C)C1=CC(=CC=C1)F tert-butyl (2S,3S)-2-((2,3'-difluorobiphenyl-3-yl)methyl)-3-((methylsulfonyl)amino)pyrrolidine-1-carboxylate